BrCCCC=C(C(CCCC)CC)C1=C(C=CC=C1CN)CN bromobutylideN-2-ethylhexyl-1,3-bis(aminomethyl)benzene